O=C1N(CCC(N1)=O)C=1C=C(C(=O)[O-])C=CC1C 3-(2,4-dioxohexahydropyrimidin-1-yl)-4-methyl-benzoate